C(C)C1(C(NC(CC1)=O)=O)C1=CC=2C=C3CCCCC3(NC2C=C1)C 3-Ethyl-3-(10a-methyl-5,6,7,8,10,10a-hexahydroacridin-2-yl)piperidine-2,6-dione